2-(benzhydryl(methyl)amino)-N-(4-fluoropyridin-2-yl)-5-hydroxy-1-methyl-6-oxo-1,6-dihydropyrimidine-4-carboxamide C(C1=CC=CC=C1)(C1=CC=CC=C1)N(C=1N(C(C(=C(N1)C(=O)NC1=NC=CC(=C1)F)O)=O)C)C